BrC1=C(C#N)C=C(C=C1)C(F)(F)F 2-bromo-5-(trifluorometh-yl)benzonitrile